C[C@@]12OO[C@]34[C@@H](CC1)[C@@H](CC[C@H]3[C@H]([C@H](O[C@@H]4O2)CNC(=O)C2CCCCC2)C)C N-{[(3R,5aS,6R,8aS,9R,10S,12R,12aR)-3,6,9-trimethyldecahydro-12H-3,12-epoxypyrano[4,3-j][1,2]benzodioxepin-10-yl]methyl}cyclohexanecarboxamide